C(C1=CC=CC=C1)NC1=NC(=NN2C1=CC=C2)N2C(=CC1=C(C=CC=C21)NS(=O)(=O)C(F)F)C N-(1-(4-(benzylamino)pyrrolo[2,1-f][1,2,4]triazin-2-yl)-2-methyl-1H-indol-4-yl)-1,1-difluoromethanesulfonamide